N1(CCC1)C=1C2=C(N=C(N1)Cl)C(=C(N=C2C)Cl)F 4-(azetidin-1-yl)-2,7-dichloro-8-fluoro-5-methylpyrido[4,3-d]pyrimidine